methyl-4-fluoro-3-(((trifluoromethyl)sulfonyl)oxy)-2,3-dihydroisoquinoline-8-carboxylate COC(=O)C1=CC=CC2=C(C(NC=C12)OS(=O)(=O)C(F)(F)F)F